C1CN(CCC1=O)C(=O)OCC2=CC=CC=C2 1-benzyloxycarbonyl-4-piperidine